CC(C)CCCCCCCC 2-Methyl-Decane